N1=C(N=CC2=CC=CC=C12)NC1CN(CC1)C(=O)C1=CC=C(C=C1)C(C(=O)N)=CC 4-(3-(quinazolin-2-ylamino)pyrrolidine-1-carbonyl)phenylbut-2-enamide